[Cl-].[Ca].P(=O)#C[N+](CCO)(C)C phosphorylcholine calcium chloride salt